F[C@@H]1CN(CC[C@@H]1[C@H](C)NC1=C(C(=CC(=C1)C=1OC(NN1)=O)F)C(F)(F)F)C(=O)OC(C)(C)C tert-butyl (3S,4R)-3-fluoro-4-{(1S)-1-[3-fluoro-5-(5-oxo-4,5-dihydro-1,3,4-oxadiazol-2-yl)-2-(trifluoromethyl)anilino]ethyl}piperidine-1-carboxylate